(2R)-2-benzyl-N-(8-fluoro-2-methyl-3-quinolinyl)-2,4-dimethyl-pentanamide C(C1=CC=CC=C1)[C@](C(=O)NC=1C(=NC2=C(C=CC=C2C1)F)C)(CC(C)C)C